C(C)(C)(C)OC(NCCSP(=O)(C#C)OCC)=O (2-((Ethoxy(ethynyl)phosphoryl)thio)ethyl)carbamic acid tert-butyl ester